(4-fluoro-2-methyl-phenoxy)-6-(trifluoromethyl)pyridazine-4-carboxylic acid FC1=CC(=C(OC=2N=NC(=CC2C(=O)O)C(F)(F)F)C=C1)C